[1,3]thiazolo[2,3-b][1,3]thiazol-4-ium S1C=C[N+]2=C1SC=C2